[Pd].C1(=C(C=CC=C1)P(C1=C(C=CC=C1)C)C1=C(C=CC=C1)C)C.C1(=C(C=CC=C1)P(C1=C(C=CC=C1)C)C1=C(C=CC=C1)C)C bis(tri-o-tolylphosphine) palladium (0)